N1C(NC(C2=C1C=CS2)=O)=O THIENOPYRIMIDINDION